C1(CCC1)C[C@H](C(=O)N[C@@H](C(=O)NC)CCCC1=CC=CC=C1)NC(=O)[C@H]1NCCCC1 (S)-N-((R)-3-cyclobutyl-1-(((R)-1-(methylamino)-1-oxo-5-phenylpentan-2-yl)amino)-1-oxopropan-2-yl)piperidine-2-carboxamide